N-(4-Cyano-3-(2-(dimethylamino)ethoxy)phenyl)-2-(2-cyclopropyl-4-(5-methyl-1,2,4-oxadiazol-3-yl)phenyl)pyrimidin-5-carboxamid C(#N)C1=C(C=C(C=C1)NC(=O)C=1C=NC(=NC1)C1=C(C=C(C=C1)C1=NOC(=N1)C)C1CC1)OCCN(C)C